IC1=C([N+](=CC2=CC3=C(C=C12)C=NN3C3OCCCC3)[O-])C(C)C 5-iodo-6-isopropyl-1-(tetrahydro-2H-pyran-2-yl)-1H-pyrazolo[4,3-g]isoquinoline 7-oxide